(S or R)-5-(2-(3-(2-ethoxypropan-2-yl)-3-(2-(thiophen-2-yl)ethyl)pyrrolidin-1-yl)propan-2-yl)-2-methylpyridine citrate C(CC(O)(C(=O)O)CC(=O)O)(=O)O.C(C)OC(C)(C)[C@@]1(CN(CC1)C(C)(C)C=1C=CC(=NC1)C)CCC=1SC=CC1 |o1:19|